(R)-N-(1-cyanopyrrolidin-3-yl)-5-(1-methyl-1H-pyrazol-4-yl)-1H-indole-2-carboxamide C(#N)N1C[C@@H](CC1)NC(=O)C=1NC2=CC=C(C=C2C1)C=1C=NN(C1)C